CC=1N=C2C(=NC=NC2=NC1C)C12C3C4C5C3C1C5C24 6,7-dimethyl-4-(cuban-1-yl)pteridine